2-[1-(2,2-difluoroethyl)-1H-pyrazolo[3,4-b]pyrazin-6-yl]-6-[2-(trifluoromethyl)pyridin-4-yl]-2,6-diazaspiro[3.5]nonane FC(CN1N=CC=2C1=NC(=CN2)N2CC1(C2)CN(CCC1)C1=CC(=NC=C1)C(F)(F)F)F